[Cl-].[Cl-].C(C)C1(CCCCC1)C1(C=CC=C1)[Zr+2]C1(C=CC=C1)C1(CCCCC1)CC bis((1-ethylcyclohexyl)cyclopentadienyl)zirconium dichloride